8-fluoro-7-(7-fluoro-8-((triisopropylsilyl)ethynyl)naphthalen-1-yl)-1,6-naphthyridin-4-ol FC=1C(=NC=C2C(=CC=NC12)O)C1=CC=CC2=CC=C(C(=C12)C#C[Si](C(C)C)(C(C)C)C(C)C)F